C(C)(C)(C)[O-].[Na+] sodium tert.butanolate